3-Hydroxy-5-(3-p-fluorophenylisoxazol-5-yl)picolinoyl-glycine OC=1C(=NC=C(C1)C1=CC(=NO1)C1=CC=C(C=C1)F)C(=O)NCC(=O)O